C1=CC=CC=2C3=CC=CC=C3C(C12)COC(=O)N[C@H](C(=O)O)CC1=CC=C(C=C1)C=1OC(=NN1)C (S)-2-((((9H-fluoren-9-yl)methoxy)carbonyl)amino)-3-(4-(5-methyl-1,3,4-oxadiazol-2-yl)phenyl)propanoic acid